F[C@@H]1[C@H](C1)C(O)C=1N=C2N(N1)[C@@H](C[C@@H]2F)C2=CC=CC=C2 |r| [rac-(1R,2S)-2-fluorocyclopropyl]-[rac-(5S,7S)-7-fluoro-5-phenyl-6,7-dihydro-5H-pyrrolo[1,2-b][1,2,4]triazol-2-yl]methanol